CN(S(=O)(=O)NC(=O)N1CCC(=CC1)C1=CC=C(C=C1)NC(=O)N1CC2=CC=C(C=C2C1)F)C N-(4-(1-((N,N-dimethylsulfamoyl)carbamoyl)-1,2,3,6-tetrahydropyridin-4-yl)phenyl)-5-fluoroisoindoline-2-carboxamide